C(C=C)(=O)OS(=P([O-])([O-])[O-])C1=CC=CC=C1 acryloyloxyphenylthiophosphate